3-acetamido-N-(3-(N-(4-chlorophenyl)sulfamoyl)phenyl)benzamide C(C)(=O)NC=1C=C(C(=O)NC2=CC(=CC=C2)S(NC2=CC=C(C=C2)Cl)(=O)=O)C=CC1